C12C(CC(C=C1)C2)C=2OC1=C(C(C2)=C[C+]2[C+](C(=C2O)C=C2C=C(OC3=C2C=CC(=C3)N(CC)CC)C3C2C=CC(C3)C2)O)C=CC(=C1)N(CC)CC 1,3-bis[[2-bicyclo[2.2.1]hept-5-en-2-yl-7-(diethylamino)-4H-1-benzopyran-4-ylidene]methyl]-2,4-dihydroxy-cyclobutenediylium